ethyl 4-(6-{[(2,4-dimethoxyphenyl)methyl]carbamoyl}-1-methyl-1H-pyrazolo[4,3-c]pyridin-4-yl)-1,3-oxazole-5-carboxylate COC1=C(C=CC(=C1)OC)CNC(=O)C1=CC2=C(C(=N1)C=1N=COC1C(=O)OCC)C=NN2C